ClS(=O)(=O)C1=C2C=CC=C(C2=CC=C1)NC(OC)=O Methyl [5-(chlorosulfonyl)naphthalen-1-yl]carbamate